α-octenylglycine C(=CCCCCCC)C(N)C(=O)O